NC=1C=2N(C=CN1)C(=NC2C2=CC=C(C(=O)NC1=NC=CC=C1)C=C2)[C@H]2N(CCC2)CC#CC 4-{8-amino-3-[(2S)-1-(but-2-ynyl)pyrrolidin-2-yl]imidazo[1,5-a]pyrazin-1-yl}-N-(pyridin-2-yl)-benzamide